[Si](C1=CC=CC=C1)(C1=CC=CC=C1)(C(C)(C)C)OCC12CCCN2CC(C1)=CF 7a-(((tert-butyldiphenylsilyl)oxy)methyl)-2-(fluoromethylene)hexahydro-1H-pyrrolizine